1-(2-isopropylphenyl)-6-methyl-7-(5-methyl-1H-indazol-4-yl)-4-(piperazin-1-yl)-5,6,7,8-tetrahydropyrido[3,4-d]Pyrimidine-2(1H)-one C(C)(C)C1=C(C=CC=C1)N1C(N=C(C2=C1CN(C(C2)C)C2=C1C=NNC1=CC=C2C)N2CCNCC2)=O